C(C1=CC=CC=C1)(=O)C1=CC=C(C=C1)S(=O)(=O)C=1C(=C(N(C1C)CCCOC1=CC(=C(C(=C1)C)Cl)C)C(=O)O)C 4-((4-Benzoylphenyl)sulfonyl)-1-(3-(4-chloro-3,5-dimethylphenoxy)propyl)-3,5-dimethyl-1H-pyrrole-2-carboxylic acid